3-(((benzyloxy)carbonyl)amino)-4-methoxybutanoic acid C(C1=CC=CC=C1)OC(=O)NC(CC(=O)O)COC